N-(2-((4-(2,2-dimethylpropyl)phenyl)amino)-1-(4-methoxyphenyl)-2-oxoethyl)-N-methyl-5-oxopyrrolidine-3-carboxamide CC(CC1=CC=C(C=C1)NC(C(C1=CC=C(C=C1)OC)N(C(=O)C1CNC(C1)=O)C)=O)(C)C